C/C(=C/C(C)=O)/O[Co]O\C(=C/C(C)=O)\C bis[(Z)-1-methyl-3-oxo-but-1-enoxy]cobalt